tributyloctyl-phosphine triiodide [I-].[I-].[I-].C(CCC)C(CCCCCCCP)(CCCC)CCCC